1-(1-(2-(aminomethyl)phenyl)-1H-pyrazol-3-yl)azetidin-3-ol NCC1=C(C=CC=C1)N1N=C(C=C1)N1CC(C1)O